tert-Butyl (R)-3,4-dichloro-1-((4,6-diisopropylpyrimidin-5-yl)(methyl)amino)-12-oxo-6a,7,9,10-tetrahydro-12H-pyrazino[2,1-c]pyrido[3,4-f][1,4]oxazepine-8(6H)-carboxylate ClC1=C(C2=C(C(N3[C@@H](CO2)CN(CC3)C(=O)OC(C)(C)C)=O)C(=N1)N(C)C=1C(=NC=NC1C(C)C)C(C)C)Cl